(R,S)-2-(3-(3-(3-hydroxy-1-methyl-2-oxopyrrolidin-3-yl)isoxazol-5-yl)phenyl)pyrimidine-4-carboxamide O[C@@]1(C(N(CC1)C)=O)C1=NOC(=C1)C=1C=C(C=CC1)C1=NC=CC(=N1)C(=O)N